3-(5-(((S)-1-(4-methyl-3-phenyl-1H-pyrazole-5-carbonyl)piperidin-2-yl)methoxy)-1-oxoisoindolin-2-yl)piperidine-2,6-dione CC=1C(=NNC1C(=O)N1[C@@H](CCCC1)COC=1C=C2CN(C(C2=CC1)=O)C1C(NC(CC1)=O)=O)C1=CC=CC=C1